2-(Methoxymethyl)-N7-(1-methylindol-2-yl)pyrazolo[1,5-a]pyrimidine-3,7-dicarboxamide COCC1=NN2C(N=CC=C2C(=O)NC=2N(C3=CC=CC=C3C2)C)=C1C(=O)N